(E)-N-(3-(allyloxy)-5-bromo-2-cyano-4-(propenyl)phenyl)pivalamide C(C=C)OC=1C(=C(C=C(C1\C=C\C)Br)NC(C(C)(C)C)=O)C#N